7-((4-(1-(difluoromethyl)-1H-benzo[d]imidazol-2-yl)piperidin-1-yl)methyl)-3-(3-fluorophenyl)-1-methyl-1H-indazole FC(N1C(=NC2=C1C=CC=C2)C2CCN(CC2)CC=2C=CC=C1C(=NN(C21)C)C2=CC(=CC=C2)F)F